C(C)(C)(C)OC(=O)NCC=1C=NC=C(C1)C1=CC=CC=C1 (tert-butoxy)-N-[(5-phenyl-(3-pyridyl))methyl]carboxamide